Cl.FC1=C(C=CC(=C1)C1NCCC1)C=1N=C2SC3=C(N2C1)C=CC(=C3)CC(=O)N (2-(2-fluoro-4-(pyrrolidin-2-yl)phenyl)benzo[d]imidazo[2,1-b]thiazol-7-yl)acetamide hydrochloride